4-(4-(2-amino-6-methylpyrimidin-4-yl)-1,4-oxazepan-3-yl)-5-chloro-N-methylthiophene-2-carboxamide NC1=NC(=CC(=N1)N1C(COCCC1)C=1C=C(SC1Cl)C(=O)NC)C